COC1=CC=2[C@@]34C([C@H](CC2C=C1N(C(=O)N)C)N(CC4)C)CCCC3 1-[(1S,9S)-4-methoxy-17-methyl-17-azatetracyclo[7.5.3.01,10.02,7]heptadeca-2(7),3,5-trien-5-yl]-1-methylurea